1-ethyl-2,3-dimethyl-imidazole acetate C(C)(=O)O.C(C)N1C(N(C=C1)C)C